tert-butyl (1-(5-(3-cyano-6-(2-hydroxy-2-methylpropoxy)pyrazolo[1,5-a]pyridin-4-yl)pyridin-2-yl)-4-methylpiperidin-4-yl)carbamate C(#N)C=1C=NN2C1C(=CC(=C2)OCC(C)(C)O)C=2C=CC(=NC2)N2CCC(CC2)(C)NC(OC(C)(C)C)=O